4-hydroxytetrahydro-2H-pyran-4-carbonitrile OC1(CCOCC1)C#N